FC(C1=CC=C(C=C1)NC1=NC(=NC=C1)N1CCN(CC1)C(=O)OC(C)(C)C)(F)F tert-butyl 4-(4-{[4-(trifluoromethyl)phenyl]amino}pyrimidin-2-yl)piperazine-1-carboxylate